(4-(methylsulfonyl)phenyl)-N-(4-(piperazin-1-yl)phenyl)-[1,2,4]triazolo[1,5-a]pyridin-2-amine CS(=O)(=O)C1=CC=C(C=C1)C1=CC=CC=2N1N=C(N2)NC2=CC=C(C=C2)N2CCNCC2